4-(3-cyclopentyl-7-fluoro-2-methyl-2H-indazol-5-yl)-5-fluoro-N-(5-(piperazin-1-ylmethyl)pyridin-2-yl)pyrimidin-2-amine C1(CCCC1)C=1N(N=C2C(=CC(=CC12)C1=NC(=NC=C1F)NC1=NC=C(C=C1)CN1CCNCC1)F)C